5-chloro-2-(2-((1-((1-(2-(2,6-dioxopiperidine-3-yl)-6-fluoro-1,3-dioxoisoquinolin-5-yl)piperidin-4-yl)methyl)piperidin-4-yl)amino)ethoxy)pyridine ClC=1C=CC(=NC1)OCCNC1CCN(CC1)CC1CCN(CC1)C1=C2CC(N(C(C2=CC=C1F)=O)C1C(NC(CC1)=O)=O)=O